N-((5-(tert-butyl)-2-methoxyphenyl)sulfonyl)-1-methyl-3-(1H-pyrazol-1-yl)-1H-pyrrolo[2,3-b]pyridine-6-carboxamide C(C)(C)(C)C=1C=CC(=C(C1)S(=O)(=O)NC(=O)C1=CC=C2C(=N1)N(C=C2N2N=CC=C2)C)OC